(S)-6-((1-(2,2-difluorobenzo[d][1,3]dioxol-5-yl)ethyl)amino)-3-isopropylpyrimidine-2,4(1h,3h)-dione FC1(OC2=C(O1)C=CC(=C2)[C@H](C)NC2=CC(N(C(N2)=O)C(C)C)=O)F